1,8-Didimethylaminonaphthalene CN(C1=CC=CC2=CC=CC(=C12)N(C)C)C